1,2,3-triazol-5-yl-[8-{[3-(trifluoromethyl)phenyl]sulfonyl}-3,8-diazabicyclo[3.2.1]oct-3-yl]methanone N1N=NC=C1C(=O)N1CC2CCC(C1)N2S(=O)(=O)C2=CC(=CC=C2)C(F)(F)F